CO[Si](OC)(CCCOCC(CNCCC[Si](OC)(OC)OC)O)OC 3,3,15,15-tetramethoxy-2,7,16-trioxa-11-aza-3,15-disilaheptadecan-9-ol